3,6-bis(5-bromothiophene-2-yl)-2,5-bis(dodecyl)pyrrolo[3,4-c]pyrrole-1,4-dione BrC1=CC=C(S1)C=1N(C(C2=C(N(C(C21)=O)CCCCCCCCCCCC)C=2SC(=CC2)Br)=O)CCCCCCCCCCCC